C(C)(=O)NCCC(=O)N[C@@H](C(=O)N[C@H]1C[C@H](CCC1)NC1=CC(=NC2=CC=CC=C12)C(F)(F)F)CC1=CN=CN1 (2R)-2-(3-acetamidopropanamido)-3-(1H-imidazol-5-yl)-N-[(1R,3S)-3-{[2-(trifluoromethyl)quinolin-4-yl]amino}cyclohexyl]propanamide